(2-(((2R,3S,4R,5R)-5-(6-chloro-4-(cyclopentylamino)-1H-pyrazolo[3,4-d]pyrimidin-1-yl)-3,4-dihydroxytetrahydro-furan-2-yl)methoxy)-3-hydroxy-2-phosphonopropoxy)acetic acid ClC1=NC(=C2C(=N1)N(N=C2)[C@H]2[C@@H]([C@@H]([C@H](O2)COC(COCC(=O)O)(CO)P(=O)(O)O)O)O)NC2CCCC2